3-[(3aR,4R,6R,6aR)-6-(hydroxymethyl)-2,2-dimethyl-3a,4,6,6a-tetrahydrofuro[3,4-d][1,3]dioxol-4-yl]-5-chloro-7-(cyclopentylamino)imidazo[4,5-b]pyridine-6-carbonitrile OC[C@H]1O[C@H]([C@H]2[C@@H]1OC(O2)(C)C)N2C=NC=1C2=NC(=C(C1NC1CCCC1)C#N)Cl